C(C1=CC=CC=C1)O[C@@H](COS(=O)(=O)C1=CC=C(C=C1)C)C (2R)-2-(benzyloxy)propyl-4-methylbenzene-1-sulfonate